C(#N)C1=CC=C(C=C1)C=1C=C2N(CC3=C(NC2=O)C=C(C(=C3)N3CCN(CC3)C(=O)OC(C)(C)C)F)C1 Tert-butyl 4-(2-(4-cyanophenyl)-8-fluoro-11-oxo-10,11-dihydro-5H-benzo[e]pyrrolo[1,2-a][1,4]diazepin-7-yl)piperazine-1-carboxylate